tert-butyl 3-((4-(5-(pyridin-4-yl)-4H-1,2,4-triazol-3-yl)tetrahydro-2H-pyran-4-yl)amino)benzoate N1=CC=C(C=C1)C=1NC(=NN1)C1(CCOCC1)NC=1C=C(C(=O)OC(C)(C)C)C=CC1